pyrene-4,5-diol C1=CC=C2C(=C(C3=CC=CC4=CC=C1C2=C34)O)O